1-[6-[6-Fluoro-5-[[(3s,4r)-4-fluoropyrrolidin-3-yl]amino]benzimidazol-1-yl]-3-(1-hydroxyethyl)-2-pyridinyl]-5-methyl-pyrazole-3-carbonitrile FC=1C(=CC2=C(N(C=N2)C2=CC=C(C(=N2)N2N=C(C=C2C)C#N)C(C)O)C1)N[C@H]1CNC[C@H]1F